bis-Vinyl sulfone C(=C)S(=O)(=O)C=C